C(C)(C)(C)C1[C@@](N(C(C1)=O)C(=O)O)(C(=O)O)C(C)(C)C Di-tert-butyl-(2S)-5-oxopyrrolidine-1,2-dicarboxylic acid